oxo-5,6-dihydro-4H-spiro[benzo[d]isoxazole-7,1'-cyclohexane]-3-carboxylic acid ethyl ester C(C)OC(=O)C1=NOC2=C1CCCC21C(CCCC1)=O